(3-aminomethyl-phenyl)boric acid NCC=1C=C(C=CC1)OB(O)O